C(CC(C)C)N(C(=O)OCC1=C(C=NN1C)C1=CC=C(C=N1)O[C@@H]1C[C@H](CCC1)C(=O)O)C |r| (Rac)-trans-3-((6-(5-(((isopentyl-(methyl)carbamoyl)oxy)methyl)-1-methyl-1H-pyrazol-4-yl)pyridin-3-yl)oxy)cyclohexane-1-carboxylic acid